Propan-2-yl (2R)-3-(1H-1,2,4-triazol-1-yl)-2-({[(1S)-1-[4-(2,2,2-trifluoroethoxy)phenyl]ethyl]carbamoyl}oxy)propanoate N1(N=CN=C1)C[C@H](C(=O)OC(C)C)OC(N[C@@H](C)C1=CC=C(C=C1)OCC(F)(F)F)=O